O1C2=C(S(C=C1)=O)C=C(C=C2)C(=O)N benzo[b][1,4]oxathiine-6-carboxamide 4-oxide